(R)-N-(3-(4-cyanophenyl)-4-cyclobutyl-1-methyl-1H-pyrazol-5-yl)-2-(2,2,3,3-tetrafluorocyclobutyl)acetamide C(#N)C1=CC=C(C=C1)C1=NN(C(=C1C1CCC1)NC(C[C@H]1C(C(C1)(F)F)(F)F)=O)C